Bis[1-(4-methylphenyl)-1,3-butanedione] nickel (II) [Ni+2].CC1=CC=C(C=C1)C(CC(C)=O)=O.CC1=CC=C(C=C1)C(CC(C)=O)=O